C(C=C)(=O)OC(C)COC(C)COC(C)COC(C=C)=O Tripropyleneglycol di-acrylate